N-(2-((4-(2-((3-(1H-Imidazol-1-yl)benzyl)(3-cyano-4-methoxybenzyl)amino)ethyl)phenyl)carbamoyl)-4,5-dimethoxyphenyl)-4-oxo-4H-chromene-2-carboxamide N1(C=NC=C1)C=1C=C(CN(CCC2=CC=C(C=C2)NC(=O)C2=C(C=C(C(=C2)OC)OC)NC(=O)C=2OC3=CC=CC=C3C(C2)=O)CC2=CC(=C(C=C2)OC)C#N)C=CC1